2-(5-methyl-6-((6-methylpyridin-2-yl)carbamoyl)pyridin-3-yl)-9,10-dihydro-4H-benzo[d]pyrazolo[1,5-a][1,3]diazepine-3-carboxamide CC=1C=C(C=NC1C(NC1=NC(=CC=C1)C)=O)C1=NN2C(NC3=C(CC2)C=CC=C3)=C1C(=O)N